FC1=C(N=C2[C@H]3C([C@@H](CC2=C1C1=C2C=NNC2=CC=C1C)C3)(C)C)N3CC1(CN(C1)C(C=C)=O)CC3 (M)-1-(6-((1R,9R)-5-fluoro-10,10-dimethyl-6-(5-methyl-1H-indazol-4-yl)-3-azatricyclo[7.1.1.02,7]undeca-2,4,6-trien-4-yl)-2,6-diazaspiro[3.4]octan-2-yl)-2-propen-1-one